3-((S)-3-((S)-8-(benzo[c][1,2,5]thiadiazol-4-ylsulfonyl)-1-oxa-8-azaspiro[4.5]dec-3-ylamino)-2-hydroxypropoxy)-N-methylbenzenesulfonamide N=1SN=C2C1C=CC=C2S(=O)(=O)N2CCC1(C[C@@H](CO1)NC[C@@H](COC=1C=C(C=CC1)S(=O)(=O)NC)O)CC2